NCC1=CC=C2C(=C(NC2=C1)C1=NN(C2=NC=NC(=C21)N)C(C)(C)C)Cl 3-(6-(Aminomethyl)-3-chloro-1H-indol-2-yl)-1-(tert-butyl)-1H-pyrazolo[3,4-d]pyrimidin-4-amine